[OH-].C(C)[N+](C)(C)CC diethyl-(dimethyl)ammonium hydroxide